(R)-3-Cyclopropyl-1-(2-(2-methoxypyridin-4-yl)-1-tosyl-1H-pyrrolo[2,3-b]pyridin-4-yl)-2-oxopyrrolidine-3-carbonitrile C1(CC1)[C@@]1(C(N(CC1)C1=C2C(=NC=C1)N(C(=C2)C2=CC(=NC=C2)OC)S(=O)(=O)C2=CC=C(C)C=C2)=O)C#N